1,2-Phenylene Diacetate C(C)(=O)OC1=C(C=CC=C1)OC(C)=O